IC=1C=C(C(=NC1)NCC1=CC(=C(C=C1)OCC1=CC=C(C=C1)OC)OC)N 5-iodo-N2-(3-methoxy-4-((4-methoxybenzyl)oxy)benzyl)pyridine-2,3-diamine